1-(8-fluoro-7-(8-fluoronaphthalen-1-yl)-2-((tetrahydro-1H-pyrrolizin-7a(5H)-yl)methoxy)pyrido[4,3-d]pyrimidin-4-yl)azepan-4-ol FC1=C(N=CC2=C1N=C(N=C2N2CCC(CCC2)O)OCC21CCCN1CCC2)C2=CC=CC1=CC=CC(=C21)F